methyl 4-(2-chloro-4-fluorophenyl)-6-(((S)-6-(isopropylcarbamoyl)-5-azaspiro[2.4]heptan-5-yl) methyl)-2-(thiazol-2-yl)-1,4-dihydropyrimidine-5-carboxylate ClC1=C(C=CC(=C1)F)C1N=C(NC(=C1C(=O)OC)CN1CC2(CC2)C[C@H]1C(NC(C)C)=O)C=1SC=CN1